2-amino-2-(2H-tetrazol-5-yl)propionic acid NC(C(=O)O)(C)C=1N=NNN1